CN(C1=CC=C(C=CC2N(C=CC=C2)CC)C=C1)C (4-(dimethylamino)styryl)-1-ethylpyridine